C(CCCCCCCCCCC)[NH2+]CC lauryl-ethyl-ammonium